(R,S)-3-(3-(2-(5H-Pyrrolo[2,3-b]pyrazin-7-yl)thiazol-4-yl)phenyl)-3-hydroxy-1-methylpyrrolidin-2-one N1=C2C(=NC=C1)NC=C2C=2SC=C(N2)C=2C=C(C=CC2)[C@]2(C(N(CC2)C)=O)O